C(=O)(O)C=1C=C(OC2=CC=C(C=C2)C(C)(CC)C2=CC=C(C=C2)OC2=CC(=C(C=C2)C(=O)O)C(=O)O)C=CC1C(=O)O 2,2-bis[4-(3,4-dicarboxyphenoxy)phenyl]butane